3-(5-bromo-7-methoxy-1-oxoisoindolin-2-yl)piperidine-2,6-dione BrC=1C=C2CN(C(C2=C(C1)OC)=O)C1C(NC(CC1)=O)=O